N1C(=NC2=C1C=CC=C2)NC(C(=O)NCC(C)C)C2=CC(=CC=C2)C(F)(F)F 2-[(1H-1,3-benzodiazol-2-yl)amino]-N-(2-methylpropyl)-2-[3-(trifluoromethyl)phenyl]acetamide